trans-ethyl 2-(2-chloro-5-(2,2-dichloro-3-(3,5-dichlorophenyl)cyclopropane-1-carboxamido)benzoyl)hydrazine-1-carboxylate ClC1=C(C(=O)NNC(=O)OCC)C=C(C=C1)NC(=O)[C@@H]1C([C@H]1C1=CC(=CC(=C1)Cl)Cl)(Cl)Cl